(2,4-di-t-butylphenyl)-4,3'-biphenylbisphosphonate C(C)(C)(C)C1=C(C=CC(=C1)C(C)(C)C)OP([O-])(=O)C1=CC=C(C=C1)C1=CC(=CC=C1)P([O-])(=O)[O-]